2-(4-[[8-(2-chlorophenyl)-7-(4-chlorophenyl)-1-methyl-2,6-dioxo-2,3,6,7-tetrahydro-1H-purin-3-yl]methyl]piperidin-1-yl)acetic acid ClC1=C(C=CC=C1)C1=NC=2N(C(N(C(C2N1C1=CC=C(C=C1)Cl)=O)C)=O)CC1CCN(CC1)CC(=O)O